C1=CC=CC=2C3=CC=CC=C3C(C12)COC(=O)N[C@H](C(=O)O)CCCCN (S)-2-(((9H-fluoren-9-yl)methoxy)carbonylamino)-6-amino-hexanoic acid